C[C@](N)(CCSC)C(=O)O α-methylmethionine